CC(C)(C(C)C)NCCCN N-(2,3-dimethylbutan-2-yl)propane-1,3-diamine